trimethyl orthobutyrate C(CCC)(OC)(OC)OC